C(=O)C=1SC2=C(N1)C=C(C=C2)CNS(=O)(=O)C N-((2-formylbenzo[d]thiazol-5-yl)methyl)methanesulfonamide